N-((1r,4r)-4-(1H-imidazol-1-yl)cyclohexyl)-5-chloro-4-(5-(cyclopropylmethyl)-1-methyl-1H-pyrazol-4-yl)pyrimidin-2-amine N1(C=NC=C1)C1CCC(CC1)NC1=NC=C(C(=N1)C=1C=NN(C1CC1CC1)C)Cl